C(C=C)C1=CC=2C=CC3=CC=CC=C3C2C=C1 2-allyl-phenanthrene